tert-butyl-[(7-chloro-5-methyl-thieno[3,2-b]pyridin-2-yl)methoxy]-dimethyl-silane C(C)(C)(C)[Si](C)(C)OCC1=CC2=NC(=CC(=C2S1)Cl)C